(S)-(2,3-dihydro-1H-pyrrolo[3,2-b]pyridin-1-yl)(3-(methyl(phenethyl)amino)piperidin-1-yl)methanone N1(CCC2=NC=CC=C21)C(=O)N2C[C@H](CCC2)N(CCC2=CC=CC=C2)C